ON=C1CC=2C(=C(SC2)C(=O)OCC)CC1 ethyl 5-hydroxyimino-6,7-dihydro-4H-2-benzothiophene-1-carboxylate